2-(4'-chloro-2'-(4,6-diphenyl-1,3,5-triazin-2-yl)-[1,1'-biphenyl]-3-yl)-1-phenyl-1H-benzo[d]imidazole ClC1=CC(=C(C=C1)C1=CC(=CC=C1)C1=NC2=C(N1C1=CC=CC=C1)C=CC=C2)C2=NC(=NC(=N2)C2=CC=CC=C2)C2=CC=CC=C2